FC1=CC=C(C=C1)SSCC ethyl (4-fluorophenyl) disulfide